(Z)-2-phenethylthiazole-4-carbaldehyde oxime C(CC1=CC=CC=C1)C=1SC=C(N1)\C=N/O